Fmoc-4-trifluoromethylphenylalanine C(=O)(OCC1C2=CC=CC=C2C2=CC=CC=C12)N[C@@H](CC1=CC=C(C=C1)C(F)(F)F)C(=O)O